tert-Butyl 4-[5-[(1S)-1-[(2S,4R)-4-hydroxy-2-[[(1S)-1-[4-(4-methylthiazol-5-yl)phenyl]ethyl] carbamoyl]pyrrolidine-1-carbonyl]-2-methyl-propyl]isoxazol-3-yl]piperazine-1-carboxylate O[C@@H]1C[C@H](N(C1)C(=O)[C@@H](C(C)C)C1=CC(=NO1)N1CCN(CC1)C(=O)OC(C)(C)C)C(N[C@@H](C)C1=CC=C(C=C1)C1=C(N=CS1)C)=O